methyl (2R)-2-hydroxy-3-[[7-(5-methyl-1,2,4-oxadiazol-3-yl)-1-isoquinolyl]amino]propanoate O[C@@H](C(=O)OC)CNC1=NC=CC2=CC=C(C=C12)C1=NOC(=N1)C